BrC=1C=C2C=C(C=NC2=CC1)OCCOC1=CC=CC(=N1)CO (6-(2-((6-Bromoquinolin-3-yl)oxy)ethoxy)pyridin-2-yl)methanol